C(C)OC(CC(C)OC(CC(O)(C(=O)O)CC(=O)O)=O)=O citric acid mono-(4-ethoxy-4-oxo-butan-2-yl) ester